1-Tert-butyl (14-(1-(2,6-dioxopiperidin-3-yl)-3-methyl-2-oxo-2,3-dihydro-1H-benzo[d]imidazol-5-yl)-3,6,9,12-tetraoxatetradecyl)carbamate O=C1NC(CCC1N1C(N(C2=C1C=CC(=C2)CCOCCOCCOCCOCCNC(OC(C)(C)C)=O)C)=O)=O